((2SR,3SR,4SR)-2-Cyclopentyl-3-methyl-1,2,3,4-tetrahydro-1,5-naphthyridin-4-yl)-1-phenylmethanesulfonamide C1(CCCC1)[C@@H]1NC2=CC=CN=C2[C@H]([C@@H]1C)C(S(=O)(=O)N)C1=CC=CC=C1 |r|